(1r,4r)-4-((5-(1-(2,2-difluoroethyl)-4-fluoro-2-methyl-1H-benzo[d]imidazol-6-yl)-7H-pyrrolo[2,3-d]pyrimidin-2-yl)amino)-1-methylcyclohexan-1-ol FC(CN1C(=NC2=C1C=C(C=C2F)C2=CNC=1N=C(N=CC12)NC1CCC(CC1)(O)C)C)F